(S)-(6-((2-amino-2,4-dimethylpentyl)oxy)-5-methoxy-[3,4'-bipyridinyl]-2'-yl)carbamic acid methyl ester COC(NC1=NC=CC(=C1)C=1C=NC(=C(C1)OC)OC[C@@](CC(C)C)(C)N)=O